(aminooxy)ethane hydrochloride Cl.NOCC